6-bromo-4-methyl-2H-isoquinolin-1-one BrC=1C=C2C(=CNC(C2=CC1)=O)C